N1CC(C1)CN1C(C(NC2=C(C(=C(C=C12)Cl)C1=C(C=CC=C1O)F)F)=O)=O 1-(azetidin-3-ylmethyl)-7-chloro-5-fluoro-6-(2-fluoro-6-hydroxyphenyl)-1,4-dihydroquinoxaline-2,3-dione